(2-ethyl) hexyl-sulfonate C(CCCCC)S(=O)(=O)OCC